CC1=CNC2=NC=CC(=C21)OC=2C=CC1=C(CNCCC1)C2 8-((3-methyl-1H-pyrrolo[2,3-b]pyridin-4-yl)oxy)-2,3,4,5-tetrahydro-1H-benzo[c]azepine